N-(4-cyclopropyl-2,6-difluorophenyl)-2-iodoacetamide C1(CC1)C1=CC(=C(C(=C1)F)NC(CI)=O)F